Ethyl 4-[5-hydroxy-6-(methoxymethoxy) benzothiophen-2-yl]-4-oxo-butanoate OC=1C(=CC2=C(C=C(S2)C(CCC(=O)OCC)=O)C1)OCOC